allylbenzazole C(C=C)C=1NC2=C(C1)C=CC=C2